FC1(CN(C1)C(=O)OC(C)(C)C)CN[C@H]1CCCN2C(COC=3C=CC=C(C3C3CCC(OC[C@@H]12)CC3)F)=O |o1:14,34| Rel-tert-butyl 3-fluoro-3-({[(1s,15S,16R,19s)-3-fluoro-10-oxo-8,18-dioxa-11-azatetracyclo[17.2.2.02,7.011,16]tricosa-2(7),3,5-trien-15-yl]amino}methyl)azetidine-1-carboxylate